1-(3-(5,7-difluoro-2-(4-fluorophenyl)-1H-indol-3-yl)cyclobutyl)-N-methyl-methylamine FC=1C=C2C(=C(NC2=C(C1)F)C1=CC=C(C=C1)F)C1CC(C1)CNC